C1=NC=CC2=CC=C(C=C12)COC1=CC=CC(=N1)C1CCN(CC1)CC1=NC2=C(N1CCOC)C=C(C=C2)C(=O)O 2-((4-(6-(isoquinolin-7-ylmethoxy)pyridin-2-yl)piperidin-1-yl)methyl)-1-(2-methoxyethyl)-1H-benzo[d]imidazole-6-carboxylic acid